(5S,7R)-5-(5-bromopyridin-2-yl)-6-(3-((tert-butyldiphenylsilyl)oxy)-2,2-difluoropropyl)-7-methyl-5,6,7,8-tetrahydro-[1,3]dioxolo[4,5-g]isoquinoline-2,2-d2 BrC=1C=CC(=NC1)[C@H]1N([C@@H](CC=2C=C3C(=CC12)OC(O3)([2H])[2H])C)CC(CO[Si](C3=CC=CC=C3)(C3=CC=CC=C3)C(C)(C)C)(F)F